(1R,3S,5R)-2-(2-(3-acetyl-7-methyl-5-(2-methylpyrimidin-5-yl)-1H-indazol-1-yl)acetyl)-5-methyl-N-(3-methyl-6-(trifluoromethyl)pyridin-2-yl)-2-azabicyclo[3.1.0]hexane-3-carboxamide C(C)(=O)C1=NN(C2=C(C=C(C=C12)C=1C=NC(=NC1)C)C)CC(=O)N1[C@@H]2C[C@@]2(C[C@H]1C(=O)NC1=NC(=CC=C1C)C(F)(F)F)C